C1(=CC=CC=C1)C1=NN2C(NCCC2C=2SC=CC2)=C1 (-)-2-Phenyl-7-(thiophen-2-yl)-4,5,6,7-tetrahydropyrazolo[1,5-a]pyrimidine